C(C)OC(=O)N1CC(C(CC1)N(CC1=CC=CC=C1)CC1=CC=CC=C1)OC 4-(dibenzylamino)-3-methoxypiperidine-1-carboxylic acid ethyl ester